C(C)(=O)C1=NN(C2=CC=C(C=C12)C=1C=NC(=NC1)N)CC(=O)O (3-acetyl-5-(2-aminopyrimidin-5-yl)-1H-indazol-1-yl)acetic acid